Cl.N1[C@H](COCC1)C(=O)NC1(CC1)C1=CC=C(C(=O)OC)C=C1 methyl (R)-4-(1-(morpholine-3-carboxamido)cyclopropyl)benzoate hydrochloride